NC=1C=C(C=CC1)NC(=O)C=1C=C2C(N(C(C2=CC1)=O)C1=CC(=CC=C1)N)=O N,2-bis(3-aminophenyl)-1,3-dioxoisoindoline-5-carboxamide